C=1N=CN2C1C1=CC=CC=C1[C@H]2C2(CCCCC2)O (S)-1-(5H-Imidazo[5,1-a]isoindol-5-yl)cyclohexan-1-ol